[Si](C)(C)(C(C)(C)C)OCC1=C(C=CC(=C1)F)O 2-(((tert-butyldimethylsilyl)oxy)methyl)-4-fluorophenol